CC1=NC=CC(=N1)C1=CNC2=NC=CC(=C21)N2CC1(CCCCN1)CCC2 8-[3-(2-methylpyrimidin-4-yl)-1H-pyrrolo[2,3-b]pyridin-4-yl]-1,8-diazaspiro[5.5]undecane